[(triphenylmethyl)sulfanyl]propanoic acid C1(=CC=CC=C1)C(C1=CC=CC=C1)(C1=CC=CC=C1)SC(C(=O)O)C